12,24,26-triazapentacyclo[20.5.2.11,4.13,7.025,28]hentriaconta-3,5,7(30),20,22(29),23,25(28)-heptaene-8,11,27-trione C123CC4=C(C=CC(C(CCC(NCCCCCCCC=CC=5C=NC(NC1=O)=C2C5)=O)=O)=C4)C3